OC1=C(C(N(C=C1)C)=O)[N+](=O)[O-] 4-hydroxy-1-methyl-3-nitro-pyridin-2-one